N2-(tert-butyl)-N8-(3-chloro-5-(trifluoromethyl)phenyl)-9-(piperidin-4-yl)-9H-purine-2,8-diamine C(C)(C)(C)NC1=NC=C2N=C(N(C2=N1)C1CCNCC1)NC1=CC(=CC(=C1)C(F)(F)F)Cl